4-((4-([1,2,4]triazolo[4,3-c]pyrimidin-7-yloxy)-3-methylphenyl) amino)-7-methoxyquinazolin-6-yl-(R)-2-methylpiperazine-1-carboxylate N=1N=CN2C=NC(=CC21)OC2=C(C=C(C=C2)NC2=NC=NC1=CC(=C(C=C21)OC(=O)N2[C@@H](CNCC2)C)OC)C